4-(6,6-dimethyl-5,6,7,8-tetrahydro-3-quinolylamino)-2-[p-(3-morpholinopropoxy)phenylamino]pyrimidine CC1(CC=2C=C(C=NC2CC1)NC1=NC(=NC=C1)NC1=CC=C(C=C1)OCCCN1CCOCC1)C